N4-[4-(2-Cyanoethyl)-3-methylphenyl]-5-fluoro-N2-(4-methyl-3-propionylaminosulfonylphenyl)-2,4-pyrimidinediamine Sodium Salt [Na].C(#N)CCC1=C(C=C(C=C1)NC1=NC(=NC=C1F)NC1=CC(=C(C=C1)C)S(=O)(=O)NC(CC)=O)C